6-amino-9-[(4-chlorophenyl)methyl]-2-ethylsulfanyl-7H-purin-8-one NC1=C2NC(N(C2=NC(=N1)SCC)CC1=CC=C(C=C1)Cl)=O